ClC1=NC(=C2NC=NC2=N1)N1[C@H](CN([C@@H](C1)C)C(C1=NC=C(C=C1)OC(F)(F)F)C1=CC=C(C=C1)F)C 2-Chloro-6-((2S,5R)-4-((4-fluorophenyl)(5-(trifluoromethoxy)pyridin-2-yl)methyl)-2,5-dimethylpiperazin-1-yl)purine